2-(4-((4-(Methyl-sulfonimidoyl)benzyl)oxy)-3-(methyl-sulfonyl)benzyl)isoindoline CS(=O)(=N)C1=CC=C(COC2=C(C=C(CN3CC4=CC=CC=C4C3)C=C2)S(=O)(=O)C)C=C1